CN(C=CC(OC)C(C#N)C#N)C 2-(3-(dimethylamino)-1-methoxyallyl)malononitrile